6-({6-[6-(2-hydroxy-2-methylpropyloxy)pyrazolo[1,5-a]pyridine-3-amido]spiro[3.3]hept-2-yl}oxy)-1,3-dimethyl-1H-pyrazolo[3,4-b]pyridine-5-carboxamide OC(COC=1C=CC=2N(C1)N=CC2C(=O)NC2CC1(CC(C1)OC1=C(C=C3C(=N1)N(N=C3C)C)C(=O)N)C2)(C)C